1-(5-bromopyridin-3-yl)-2,2-difluoroethan-1-ol BrC=1C=C(C=NC1)C(C(F)F)O